C(C1=CC=CC=C1)OC1=C(C=CC(=C1)F)C1=CC(=CC=C1)C[C@]1(C[C@H](CC1)NS(=O)(=O)C)C=1OC=C(N1)CCl N-[(1S,3R)-3-([2'-(benzyloxy)-4'-fluoro-[1,1'-biphenyl]-3-yl]methyl)-3-[4-(chloromethyl)-1,3-oxazol-2-yl]cyclopentyl]methanesulfonamide